2-amino-6-methylthiopurine NC1=NC(=C2NC=NC2=N1)SC